OC1=CC=C(C=C1)CCNC1=NC=NC=N1 6-[2-(4-hydroxyphenyl)ethylamino]-1,3,5-triazine